methyl 4-((5-((tert-butoxycarbonyl)amino)pentyl)amino)-3-nitrobenzoate C(C)(C)(C)OC(=O)NCCCCCNC1=C(C=C(C(=O)OC)C=C1)[N+](=O)[O-]